(R,S) or (R,R)-N'-((1-hydroxy-1,2,3,5,6,7-hexahydro-s-indacen-4-yl)carbamoyl)-5-(2-hydroxypropan-2-yl)thiazole-2-sulfonimidamide O[C@H]1CCC2=C(C=3CCCC3C=C12)NC(=O)N=[S@](=O)(N)C=1SC(=CN1)C(C)(C)O |o1:1|